5-Acrylamido-2-((3-((4-chloro-3-(trifluoromethyl)phenyl)sulfonamido)-5-methylpyridin-2-yl)oxy)benzoic acid C(C=C)(=O)NC=1C=CC(=C(C(=O)O)C1)OC1=NC=C(C=C1NS(=O)(=O)C1=CC(=C(C=C1)Cl)C(F)(F)F)C